N-[(1S)-2-[[5-[3,5-dimethyl-1-(2-trimethylsilylethoxymethyl)pyrazol-4-yl]-6-fluoro-2-pyridyl]amino]-1-(4-methylcyclohexyl)-2-oxo-ethyl]-2-(3-methoxypropyl)pyrazole-3-carboxamide CC1=NN(C(=C1C=1C=CC(=NC1F)NC([C@H](C1CCC(CC1)C)NC(=O)C=1N(N=CC1)CCCOC)=O)C)COCC[Si](C)(C)C